tert-butyl 8-(2-(2,6-dioxopiperidin-3-yl)-6-fluoro-1-oxoisoindolin-5-yl)-2,8-diazaspiro[4.5]decane-2-carboxylate O=C1NC(CCC1N1C(C2=CC(=C(C=C2C1)N1CCC2(CCN(C2)C(=O)OC(C)(C)C)CC1)F)=O)=O